F[C@H](C1=CC2=C(SC(=C2)C(=O)O)C=C1)[P@](=O)(OC1=CC=CC=C1)N[C@H](C(OCCC)=O)C 5-((S)-fluoro((S)-(((S)-1-oxo-1-propoxypropan-2-yl)amino)(phenoxy)phosphoryl)methyl)benzo[b]thiophene-2-carboxylic acid